C(C)C=1OCCN1 2-ethyl-4,5-dihydrooxazole